[Si](C)(C)(C(C)(C)C)O[C@H]1CN(CCC1)C1=C(C=C2C(=N1)N=C(O2)N2CCOCC2)N (R)-5-(3-((tert-butyldimethylsilyl)oxy)piperidin-1-yl)-2-morpholinooxazolo[4,5-b]pyridin-6-amine